dinitroimidazolium [N+](=O)([O-])[N+]1=C(NC=C1)[N+](=O)[O-]